8-bromo-N-(1-cyanocyclopropyl)imidazo[1,2-a]pyridine-6-sulfonamide BrC=1C=2N(C=C(C1)S(=O)(=O)NC1(CC1)C#N)C=CN2